5-chloro-6-fluoronaphthalen-1-ol ClC1=C2C=CC=C(C2=CC=C1F)O